1-(benzo[b]thiophen-2-yl)-2-(2-fluorophenyl)prop-2-en-1-one S1C2=C(C=C1C(C(=C)C1=C(C=CC=C1)F)=O)C=CC=C2